C(C)N1C[C@@H](CCC1)NC1=NN=C(C(N1C)=O)C1=C(C=C(C=C1)OC(F)(F)F)O (R)-3-((1-ethylpiperidin-3-yl)amino)-6-(2-hydroxy-4-(trifluoromethoxy)phenyl)-4-methyl-1,2,4-triazine-5(4H)-one